CN(CC(=O)O)CC1=C(C(=CC(=C1)CCCCCCCCC)CN(C)CC(=O)O)O 2,6-bis(N-methyl-N-carboxymethyl-aminomethyl)-4-nonylphenol